ClC=1N=C(NC1[N+](=O)[O-])[C@@H](C)C1CCC(CC1)C1=CC=NC2=CC=C(C=C12)F 4-((1S,4S)-4-(1-(4-chloro-5-nitro-1H-imidazol-2-yl)ethyl)cyclohexyl)-6-fluoroquinoline